FC=1C(=NC=NC1N1C(=NC=C1)C)N1CCC(CC1)C(=O)O 1-[5-fluoro-6-(2-methylimidazol-1-yl)pyrimidin-4-yl]piperidine-4-carboxylic acid